N-(3-(trifluoromethyl)phenyl)-N'-(2-hydroxy-5-chlorophenyl)urea FC(C=1C=C(C=CC1)NC(=O)NC1=C(C=CC(=C1)Cl)O)(F)F